N-methoxy-N-(piperidin-4-yl)acetamide trifluoroacetate salt FC(C(=O)O)(F)F.CON(C(C)=O)C1CCNCC1